ClC1=C2C=NN(C2=C(C=C1)C(=O)NC1CC2(CCC2)C1)[C@@H](C)C1=CC=C(C=C1)C1=CC(=NC=C1)OCC (Sa)-6-(4-Chloro-1-((S)-1-(4-(2-ethoxypyridin-4-yl)phenyl)ethyl)-1H-indazol-7-carboxamido)spiro[3.3]heptan